4-(2-ethoxyethoxy)-2-fluorobenzaldehyde C(C)OCCOC1=CC(=C(C=O)C=C1)F